FC(C(=O)O)(F)F.NC1=NN2C(N=CC=C2)=C1C(=O)NC(C)C=1C=C(C=2N(C1N1CCS(CC1)(=O)=O)N=CC2Cl)Cl 2-Amino-N-{1-[3,4-dichloro-7-(1,1-dioxido-thiomorpholin-4-yl)pyrazolo[1,5-a]pyridin-6-yl]ethyl}pyrazolo[1,5-a]pyrimidine-3-carboxamide trifluoroacetate